Carbazole-6,7-d2 C1=CC=CC=2C3=CC(=C(C=C3NC12)[2H])[2H]